N-BOC-SPHINGOSINE C(=O)(OC(C)(C)C)N[C@@H](CO)[C@H](O)\C=C\CCCCCCCCCCCCC